2,6,10,14-tetramethylheptaDecan-1-ol CC(CO)CCCC(CCCC(CCCC(CCC)C)C)C